FC=1C=CC2=C(CN(S2)C)C1C 5-fluoro-2,4-dimethylbenzo[d]isothiazole